FC1=C(C(=O)N)C(=CC=C1C(F)(F)F)OC=1C(=NC(=CC1)F)C 2-fluoro-6-((6-fluoro-2-methylpyridin-3-yl)oxy)-3-(trifluoromethyl)benzamide